Benzyl 4-amino-6-azaspiro[2.5]octane-6-carboxylate NC1C2(CC2)CCN(C1)C(=O)OCC1=CC=CC=C1